dibenzodioxane C1=CC=CC=2OC3=C(OC21)C=CC=C3